FC1=CC=C(C2=C1CC(O2)(C)CI)[C@@H](C)N[S@](=O)C(C)(C)C (R)-N-((1R)-1-(4-fluoro-2-(iodomethyl)-2-methyl-2,3-dihydrobenzofuran-7-yl)ethyl)-2-methylpropan-2-sulfinamide